(R)-N-(3,3-difluoro-1-(oxetan-3-yl)piperidin-4-yl)-5-(1-(2,2-difluoroethyl)-4-fluoro-2-methyl-1H-benzo[d]imidazol-6-yl)-6-fluoro-4-(methoxy-d3)pyrrolo[2,1-f][1,2,4]triazin-2-amine FC1(CN(CC[C@H]1NC1=NN2C(C(=N1)OC([2H])([2H])[2H])=C(C(=C2)F)C=2C=C(C1=C(N(C(=N1)C)CC(F)F)C2)F)C2COC2)F